phenyl (perfluoro-n-propyl) disulfide FC(C(C(F)(F)F)(F)F)(F)SSC1=CC=CC=C1